N-(7-methoxy-4-(3-phenyl-1-(tetrahydro-2H-pyran-2-yl)-1H-pyrazol-4-yl)pyrido[3,2-d]pyrimidin-6-yl)-1-(trifluoromethyl)cyclopropane-1-carboxamide COC1=CC=2N=CN=C(C2N=C1NC(=O)C1(CC1)C(F)(F)F)C=1C(=NN(C1)C1OCCCC1)C1=CC=CC=C1